7-fluoro-8-((triisopropylsilyl)ethynyl)-3-((triisopropylsilyl)oxy)naphthalen-1-yl trifluoromethanesulfonate FC(S(=O)(=O)OC1=CC(=CC2=CC=C(C(=C12)C#C[Si](C(C)C)(C(C)C)C(C)C)F)O[Si](C(C)C)(C(C)C)C(C)C)(F)F